4-((4-(5-(3,4-difluorophenoxy)-2,2-dimethylpentanoyl)piperazin-1-yl)sulfonyl)benzoic acid FC=1C=C(OCCCC(C(=O)N2CCN(CC2)S(=O)(=O)C2=CC=C(C(=O)O)C=C2)(C)C)C=CC1F